NC=1C(=C(C=CC1)SC=1N=CC(=NC1)N1CCC(CC1)(C)CNC(OC(C)(C)C)=O)Cl Tert-butyl ((1-(5-((3-amino-2-chlorophenyl)thio)pyrazin-2-yl)-4-methylpiperidin-4-yl)methyl)carbamate